1-(4-(2,2-difluoroethoxy)-5-fluoropyridin-2-yl)-3,3-dimethyl-N-(4-methyl-1,1-dioxidotetrahydro-2H-thiopyran-4-yl)-2-oxoindoline-5-carboxamide FC(COC1=CC(=NC=C1F)N1C(C(C2=CC(=CC=C12)C(=O)NC1(CCS(CC1)(=O)=O)C)(C)C)=O)F